C(C)(C)(C)C=1C=C(CN(C(CN(S(=O)(=O)C2=C(C(=C(C(=C2F)F)F)F)F)CC=2C=NC=CC2C(F)(F)F)=O)C2=C(C=C(C(=O)O)C=C2C)C)C=C(C1)C1CC1 4-(N-(3-(tert-butyl)-5-cyclopropylbenzyl)-2-(N-((4-(trifluoromethyl)pyridin-3-yl)methyl)-(2,3,4,5,6-pentafluoro-phenyl)sulfonamido)acetamido)-3,5-dimethylbenzoic acid